(S)-7-((5,5-difluoropiperidin-3-yl)amino)-1-(isopropylamino)-2,6-naphthyridine-3-carbonitrile FC1(C[C@@H](CNC1)NC1=NC=C2C=C(N=C(C2=C1)NC(C)C)C#N)F